3-Ethyl-5-(2-hydroxyethyl)-4-methylthiazolium bromide [Br-].C(C)[N+]1=CSC(=C1C)CCO